NC1=CC(=NC=N1)N[C@@H]1[C@H](CCC1)O (1S,2S)-2-[(6-aminopyrimidin-4-yl)amino]Cyclopentane-1-ol